(2R)-1-[4-[(R)-amino[5-chloro-4-(difluoromethyl)-2-hydroxyphenyl]methyl]piperidin-1-yl]-2,3-dihydroxypropan-1-one N[C@H](C1CCN(CC1)C([C@@H](CO)O)=O)C1=C(C=C(C(=C1)Cl)C(F)F)O